6-bromo-2,4,9-triphenyl-9H-pyrimido[4,5-b]indole BrC=1C=C2C3=C(N(C2=CC1)C1=CC=CC=C1)N=C(N=C3C3=CC=CC=C3)C3=CC=CC=C3